(R)-5-(2-(dimethylamino)ethoxy)-N-(1-(3-(1-ethyl-1H-pyrazol-3-yl)-5-(1-(oxazol-2-ylmethyl)-1H-pyrazol-4-yl)phenyl)ethyl)-2-methylbenzamide CN(CCOC=1C=CC(=C(C(=O)N[C@H](C)C2=CC(=CC(=C2)C=2C=NN(C2)CC=2OC=CN2)C2=NN(C=C2)CC)C1)C)C